9-(4-tert-butylcyclohexyl)-2,6-dichloro-9H-purine C(C)(C)(C)C1CCC(CC1)N1C2=NC(=NC(=C2N=C1)Cl)Cl